CNC=1N=CC(=C2C=C(N=CC12)NC(=O)C1CC1)C#CC1=NN2C(C=CC=C2)=C1 N-(8-(methylamino)-5-(pyrazolo[1,5-a]pyridin-2-ylethynyl)-2,7-naphthyridin-3-yl)cyclopropanecarboxamide